(2S,4S)-4-fluoro-1-[2-[(3R)-3-[(8-methoxy-4-quinolinyl)amino]pyrrolidin-1-yl]acetyl]pyrrolidine-2-carbonitrile F[C@H]1C[C@H](N(C1)C(CN1C[C@@H](CC1)NC1=CC=NC2=C(C=CC=C12)OC)=O)C#N